O=C[C@H](O)[C@@H](O)[C@H](O)C(=O)OCCC propyl xyluronate